1-(2-Chloroethyl)-9H-carbazole-2,3,4,5,6,7,8-d7 ClCCC1=C(C(=C(C=2C3=C(C(=C(C(=C3NC12)[2H])[2H])[2H])[2H])[2H])[2H])[2H]